(S)-pyrrolin-3-ol N1C=C(CC1)O